Tert-Butyl N-[4-[4-[1-(2,6-dioxo-3-piperidyl)-3-methyl-2-oxo-benzimidazol-4-yl]but-3-ynoxy]butyl]-N-methyl-carbamate O=C1NC(CCC1N1C(N(C2=C1C=CC=C2C#CCCOCCCCN(C(OC(C)(C)C)=O)C)C)=O)=O